(2R,3R,3aR,11aS)-3-[(1E,3ξ,4S)-4-ethyl-3-hydroxy-1-octen-1-yl]-2-hydroxy-1,2,3,3a,4,5,6,11a-octahydrobenzo[b]cyclopenta[g]oxocine-9-carboxylic acid C(C)[C@H](C(/C=C/[C@H]1[C@@H](C[C@H]2[C@@H]1CCCC1=C(O2)C=C(C=C1)C(=O)O)O)O)CCCC